OC(C)(C)C=1C=C(C=C(C1)C(C)(C)O)O 3,5-bis(α-hydroxyisopropyl)phenol